4-[4-[(R)-amino(4,5-dichloro-2-hydroxyphenyl)methyl]piperidin-1-yl]-1,2-dihydropyridin-2-one N[C@H](C1CCN(CC1)C1=CC(NC=C1)=O)C1=C(C=C(C(=C1)Cl)Cl)O